C(CCCCCCCCCCC)OS(=O)(=O)[O-].[Na+].[N+](=O)([O-])C1=C(C=2NC3=CC=CC=C3C2C=C1)C1=NC(=NC(=N1)C1=CC=CC=2C3=CC=CC=C3NC12)OC1=CC=CC=C1 nitrophenoxydicarbazolyl-s-triazine sodium lauryl-sulfate salt